C(C=C)(=O)OCCCCCCCCC[Si](OC)(OC)OC acryloyloxynonyltrimethoxysilane